C(CCCCCCCCCCCCCCCCCCC)(=O)OC[C@@H](OC(CCCCCCCCCCCCCCCCCCCCC)=O)COP(=O)([O-])OCC[N+](C)(C)C 1-eicosanoyl-2-docosanoyl-sn-glycero-3-phosphocholine